(2S)-N-(4-(azetidin-1-yl)-3,4-dioxo-1-((S)-2-oxopyrrolidin-3-yl)butan-2-yl)-2-((E)-3-(4-chloro-2-fluorophenyl)acrylamido)-4,4-dimethylpentanamide N1(CCC1)C(C(C(C[C@H]1C(NCC1)=O)NC([C@H](CC(C)(C)C)NC(\C=C\C1=C(C=C(C=C1)Cl)F)=O)=O)=O)=O